C(=O)(O)C1CNCC(C1)C(=O)O 3,5-dicarboxylpiperidine